1-(3'-(2-(3,8-diazabicyclo[3.2.1]oct-3-yl)pyridin-4-yl)-3-chloro-5'-fluoro-2'-hydroxy-[1,1'-biphenyl]-4-yl)-3-methyl-1H-imidazol-2(3H)-one C12CN(CC(CC1)N2)C2=NC=CC(=C2)C=2C(=C(C=C(C2)F)C2=CC(=C(C=C2)N2C(N(C=C2)C)=O)Cl)O